CN1CCC(CC1)N1C=NC2=C(C1=O)SC=C2 3-(1-methylpiperidin-4-yl)thieno[3,2-d]Pyrimidin-4(3H)-one